C(CC1=CC=CC=C1)SCCSCCC1=CC=CC=C1 1,2-bis(phenethylthio)ethane